N1=C(C=CC=C1)C1=CC=NC=N1 6-PYRIDINYLPYRIMIDINE